3-(methoxycarboxyl)-2,3,4,9-tetrahydro-1H-pyrido[3,4-b]indole-1-carboxylic acid COOC(=O)C1CC2=C(NC3=CC=CC=C23)C(N1)C(=O)O